C(CCC)OC(C1CCN(CC1)C1=CC(=C(C=C1F)C1NC(C12CCOCC2)=O)OC)OCCCC 3-(4-(4-(dibutoxymethyl)piperidin-1-yl)-5-fluoro-2-methoxyphenyl)-7-oxa-2-azaspiro[3.5]nonan-1-one